(1S)-1-[(4S)-2,2-dimethyl-1,3-dioxolan-4-yl]ethanamine CC1(OC[C@@H](O1)[C@H](C)N)C